O=C(NCCC(CNCCCCCNCCNCCNCC)O[C@@H]1[C@@H](O)[C@@H](O)[C@H](O)[C@H](O1)CO)CN(CC(NCCCCCNC(CNCCNCCCCCC(=O)[O-])=O)=O)CC(NCCO[C@@H]1[C@@H](O)[C@@H](O)[C@H](O)[C@H](O1)CO)=O 4,8,16-trioxo-6-[2-oxo-2-({2-[(α-D-mannopyranosyl)oxy]ethyl}amino)ethyl]-1-[(α-D-mannopyranosyl)oxy-3,6,9,15-tetraazaheptadecan-17-yl]-3,6,9,15,18,21-hexaazaheptacosan-27-oate